FC1=C(C=C(C(=C1F)OC1=NC=CC=C1C1=NC(=NC=C1)N[C@@H]1CNC[C@H](C1)F)C)NS(=O)(=O)C(C)C1=CC=CC=C1 N-(2,3-difluoro-4-((3-(2-(((3S,5S)-5-fluoropiperidin-3-yl)amino)pyrimidin-4-yl)pyridin-2-yl)oxy)-5-methylphenyl)-1-phenylethane-1-sulfonamide